FC1=CC(=C(C=C1)N1CN(C(C2=CC=C(C=C12)C1COC1)=O)C1=C(NC(C=C1)=O)C)C 1-(4-Fluoro-2-methylphenyl)-3-(2-methyl-6-oxo-1,6-dihydropyridin-3-yl)-7-(oxetan-3-yl)-2,3-dihydro-quinazolin-4(1H)-one